6-(1-acetyl-4-hydroxy-4-piperidinyl)-4-chloro-8-methyl-pyrido[2,3-d]Pyrimidin-7-one C(C)(=O)N1CCC(CC1)(O)C1=CC2=C(N=CN=C2Cl)N(C1=O)C